3-(1-propylpiperidin-4-yl)benzene-1-diazonium C(CC)N1CCC(CC1)C=1C=C(C=CC1)[N+]#N